sodium (S)-3-(3-(1,5-dimethyl-4-oxido-2-oxo-1,2-dihydropyridin-3-yl)ureido)-3-(3'-fluoro biphenyl-3-yl)propanoate CN1C(C(=C(C(=C1)C)[O-])NC(N[C@@H](CC(=O)[O-])C=1C=C(C=CC1)C1=CC(=CC=C1)F)=O)=O.[Na+].[Na+]